calcium pentafluorophenylacetate FC1=C(C(=C(C(=C1CC(=O)[O-])F)F)F)F.[Ca+2].FC1=C(C(=C(C(=C1CC(=O)[O-])F)F)F)F